6-fluoro-2-hydrazinyl-3-phenethylquinazolin-4(3H)-one FC=1C=C2C(N(C(=NC2=CC1)NN)CCC1=CC=CC=C1)=O